(±)-N-(3-chloro-4-(trifluoromethyl)phenyl)-1-fluoro-6,7,8,9-tetrahydro-5H-5,8-epimino-cyclohepta[c]pyridine-10-carboxamide ClC=1C=C(C=CC1C(F)(F)F)NC(=O)N1C2CCC1CC=1C(=NC=CC12)F